(tri-tert-butylphosphino)palladium (0) C(C)(C)(C)P(C(C)(C)C)(C(C)(C)C)[Pd-]